NCC1=CC=C(C=C1)COC1=C(C=C(C=C1)NC(=O)NCC=1C=C2CN(C(C2=CC1)=O)C1C(NC(CC1)=O)=O)F 1-(4-{[4-(aminomethyl)phenyl]methoxy}-3-fluorophenyl)-3-{[2-(2,6-dioxopiperidin-3-yl)-1-oxo-2,3-dihydro-1H-isoindol-5-yl]methyl}urea